1,3-diacetoxypropane C(C)(=O)OCCCOC(C)=O